((3S,5R)-4-acryloyl-3,5-dimethylpiperazin-1-yl)-7-(2-amino-3,4,5,6-tetrafluorophenyl)-6-chloro-1-(2-isopropyl-4-methylpyridin-3-yl)-2-oxo-1,2-dihydro-1,8-naphthyridine-3-carbonitrile C(C=C)(=O)N1[C@H](CN(C[C@H]1C)C1=C(C(N(C2=NC(=C(C=C12)Cl)C1=C(C(=C(C(=C1F)F)F)F)N)C=1C(=NC=CC1C)C(C)C)=O)C#N)C